C(C1=CC=CC=C1)(=O)OOC1=CC(=NC2=CC(=C(C=C12)OC)OCC1=CC=CC=C1)C methyl-((6-methoxy-7-benzyloxyquinolin-4-yl) oxy) benzoate